N,N'-di(2-hydroxyethyl)ethylenediamine OCCNCCNCCO